(E)-3-(4-(3-((2-(4-chlorophenoxy)-2-methylpropanoyl)oxy)propoxy)-3-methoxyphenyl)acrylic acid ClC1=CC=C(OC(C(=O)OCCCOC2=C(C=C(C=C2)/C=C/C(=O)O)OC)(C)C)C=C1